3-(5-((4-(2-(4-chlorophenyl)-2,3-dihydrobenzo[b][1,4]dioxin-5-yl)piperidin-1-yl)methyl)-4-((1-ethyl-1H-imidazol-5-yl)methyl)-4H-1,2,4-triazol-3-yl)acrylic acid ClC1=CC=C(C=C1)C1COC2=C(O1)C=CC=C2C2CCN(CC2)CC=2N(C(=NN2)C=CC(=O)O)CC2=CN=CN2CC